BrC1=CN(C2=NC=CC(=C21)NCC2=CC=CC(=N2)N2CC(N(CC2)C(=O)OC(C)(C)C)(C)C)COCC[Si](C)(C)C tert-butyl 4-(6-(((3-bromo-1-((2-(trimethylsilyl)ethoxy)methyl)-1H-pyrrolo[2,3-b]pyridin-4-yl)amino)methyl)pyridin-2-yl)-2,2-dimethylpiperazine-1-carboxylate